N-(4''-(((4-amino-4-oxobutyl)amino)methyl)-3''-fluoro-5''-methoxy-2,2'-dimethyl-[1,1':3',1''-terphenyl]-3-yl)-1,3-dimethyl-2,4-dioxo-1,2,3,4-tetrahydropyrimidine-5-carboxamide NC(CCCNCC1=C(C=C(C=C1OC)C=1C(=C(C=CC1)C1=C(C(=CC=C1)NC(=O)C=1C(N(C(N(C1)C)=O)C)=O)C)C)F)=O